C1(CCCC1)C(N)C(=O)O α-cyclopentylglycine